3-(2-amino-6-(1-(3-(2-hydroxypropan-2-yl)benzyl)-2-oxo-1,2-dihydropyridin-4-yl)-5-(pyridin-4-yl)pyrimidin-4-yl)-2-methylbenzonitrile NC1=NC(=C(C(=N1)C=1C(=C(C#N)C=CC1)C)C1=CC=NC=C1)C1=CC(N(C=C1)CC1=CC(=CC=C1)C(C)(C)O)=O